tert-Butyl 4-{(1R)-2,2-difluoro-1-[3-fluoro-5-(methoxycarbonyl)-2-(trifluoromethyl)anilino]ethyl}-4-fluoropiperidine-1-carboxylate FC([C@H](NC1=C(C(=CC(=C1)C(=O)OC)F)C(F)(F)F)C1(CCN(CC1)C(=O)OC(C)(C)C)F)F